6-(4-((S)-2-hydroxy-1-phenylethylamino)-5-(1,3,4-oxadiazol-2-yl)pyrimidin-2-ylamino)-2,2-dimethyl-2,3-dihydrobenzo[b]thiophen-3-ol OC[C@H](C1=CC=CC=C1)NC1=NC(=NC=C1C=1OC=NN1)NC=1C=CC2=C(SC(C2O)(C)C)C1